7-bromo-1-methyl-4-[4-methyl-4-(5-methyl-1,3-benzooxazol-2-yl)piperidin-1-yl]-2-oxo-1,2-dihydroquinoline-3-carbonitrile BrC1=CC=C2C(=C(C(N(C2=C1)C)=O)C#N)N1CCC(CC1)(C=1OC2=C(N1)C=C(C=C2)C)C